METHYL ETHYLMETHYLANTHRANILATE C(C)N(C=1C(C(=O)OC)=CC=CC1)C